4-piperidone toluate salt C=1(C(=CC=CC1)C(=O)O)C.N1CCC(CC1)=O